7-((1H-Imidazol-1-yl)methyl)-2-(6,7-dimethoxy-2-methylquinazolin-4-yl)-5-(1-ethyl-3-methyl-1H-pyrazol-5-yl)-3,4-dihydroisoquinolin-1(2H)-one N1(C=NC=C1)CC1=CC(=C2CCN(C(C2=C1)=O)C1=NC(=NC2=CC(=C(C=C12)OC)OC)C)C1=CC(=NN1CC)C